COC(C1=C(C=C(C=C1)F)C)=O 4-fluoro-2-methylbenzoic acid methyl ester